3-{4-[methyl({[5-(trifluoromethyl)pyridin-2-yl]methyl})sulfamoyl]phenyl}-1-(pyridin-3-ylmethyl)urea CN(S(=O)(=O)C1=CC=C(C=C1)NC(NCC=1C=NC=CC1)=O)CC1=NC=C(C=C1)C(F)(F)F